OCC(CCC(=O)OC(=O)N1CC=2C(CC1)=NNC2)=C 4-(hydroxymethyl)pent-4-enoyl-6,7-dihydro-2H-pyrazolo[4,3-c]pyridine-5(4H)-carboxylate